(2-isobutoxyethyl) phenyl carbonate C(OCCOCC(C)C)(OC1=CC=CC=C1)=O